1-methyl-4-[3-methyl-2-[[2-methyl-4-(1-methylpyrazol-3-yl)phenoxy]methyl]phenyl]tetrazol-5-one CN1N=NN(C1=O)C1=C(C(=CC=C1)C)COC1=C(C=C(C=C1)C1=NN(C=C1)C)C